1,1-bis(4-hydroxy-3,5-dimethylphenyl)cyclododecane ethyl-3-hydroxyphenylcarbamate C(C)OC(NC1=CC(=CC=C1)O)=O.OC1=C(C=C(C=C1C)C1(CCCCCCCCCCC1)C1=CC(=C(C(=C1)C)O)C)C